N,N'-bis[3-(3-tert-butyl-5-methyl-4-hydroxyphenyl)propionyl]hydrazine C(C)(C)(C)C=1C=C(C=C(C1O)C)CCC(=O)NNC(CCC1=CC(=C(C(=C1)C)O)C(C)(C)C)=O